Methyl 4-morpholin-4-ylbutyl (2E)-but-2-ene-1,4-dioate C(\C=C\C(=O)OCCCCN1CCOCC1)(=O)OC